1-(5-amino-2,3-dihydrobenzofuran-7-yl)-4,4-difluorocyclohexan-1-ol NC=1C=C(C2=C(CCO2)C1)C1(CCC(CC1)(F)F)O